tert-butyl (R)-4-(1-((4-(N-isopropylsulfamoyl)phenyl)amino)-1-oxopropan-2-yl)piperazine-1-carboxylate C(C)(C)NS(=O)(=O)C1=CC=C(C=C1)NC([C@@H](C)N1CCN(CC1)C(=O)OC(C)(C)C)=O